[Au].[Ce] cerium-gold